ClC=1C(=CC(=NC1)N1CCOCCC1)N 5-chloro-2-(1,4-oxazepan-4-yl)pyridin-4-amine